8-(2-Chloro-3-fluorophenyl)-4-fluoro-9-(4-((1-(3-fluoropropyl)azetidin-3-yl)methyl)phenyl)-6,7-dihydro-5H-benzo[7]annulen ClC1=C(C=CC=C1F)C=1CCCC2=C(C1C1=CC=C(C=C1)CC1CN(C1)CCCF)C=CC=C2F